(2-chloro-4-fluoro-phenyl)boronic acid ClC1=C(C=CC(=C1)F)B(O)O